2-bromo-4-iodoperfluorobutene BrC(=C(F)F)C(C(I)(F)F)(F)F